C(CCC)C#CC#CCCCC 1,4-bis(butyl)but-1,3-diyne